N-(4-fluoro-3-(hydroxymethyl)benzyl)-4-(5-methyl-2-((1-methyl-1H-pyrazol-5-yl)amino)pyrimidin-4-yl)oxazole-2-carboxamide FC1=C(C=C(CNC(=O)C=2OC=C(N2)C2=NC(=NC=C2C)NC2=CC=NN2C)C=C1)CO